N-[(1R)-1-[3-isopropyl-5-(1-methylpyrazol-4-yl)phenyl]ethyl]-2-methyl-5-[3-(methylamino)azetidin-1-yl]benzamide C(C)(C)C=1C=C(C=C(C1)C=1C=NN(C1)C)[C@@H](C)NC(C1=C(C=CC(=C1)N1CC(C1)NC)C)=O